(E)-methyl-α-methoxyiminophenylacetate COC(/C(=N/OC)/C1=CC=CC=C1)=O